(2S,3S,4R,5R)-2-fluoro-2-(hydroxymethyl)-5-(4-methyl-7H-pyrrolo[2,3-d]pyrimidin-7-yl)tetrahydrofuran-3,4-diol F[C@@]1(O[C@H]([C@@H]([C@@H]1O)O)N1C=CC2=C1N=CN=C2C)CO